diglyceryl-adipic acid C(C(O)CO)C(C(=O)O)(CCCC(=O)O)CC(O)CO